tert-butyl (1R,5S,6r)-6-(((3,5-difluoropyridin-4-yl)oxy)methyl)-3-azabicyclo-[3.1.0]hexane-3-carboxylate FC=1C=NC=C(C1OCC1[C@H]2CN(C[C@@H]12)C(=O)OC(C)(C)C)F